4-(methyl)acryloyloxy-2,2,6,6-tetramethylpiperidine Ammonium Rhenate [Re](=O)(=O)([O-])[O-].[NH4+].CC=CC(=O)OC1CC(NC(C1)(C)C)(C)C.[NH4+]